C(#N)CC=1C=CC(=C(C(=O)NC2(CC2)C2=CC=CC3=CC=CC=C23)C1)C 5-(Cyanomethyl)-2-methyl-N-(1-(naphthalen-1-yl)cyclopropyl)benzamide